C(C)(C)(C)OC(=O)N1[C@H]2CN(C[C@@H]1CC2)C=2C1=C(N=C(N2)Cl)C(=C(N=C1)Cl)F (1R,5S)-3-(2,7-dichloro-8-fluoropyrido[4,3-d]pyrimidine-4-yl)-3,8-diazabicyclo[3.2.1]Octane-8-carboxylic acid tert-butyl ester